BrC1=NC=C(C=C1)C1=CN=NN1CC1=CC=C(C=C1)OC 2-bromo-5-(1-(4-methoxybenzyl)-1H-1,2,3-triazol-5-yl)pyridine